COC1=CC=C(C=C1)C=1N=C(SC1)N1CCC(CC1)C(=O)OC methyl 1-(4-(4-methoxyphenyl)thiazol-2-yl)piperidine-4-carboxylate